3-(sec-butyl)-N-(1-(cyclopropylmethyl)-6-oxo-1,6-dihydropyridin-3-yl)-2-oxo-1,2,3,5-tetrahydro-4H-benzo[1,4]diazepine-4-carboxamide C(C)(CC)C1C(NC2=C(CN1C(=O)NC1=CN(C(C=C1)=O)CC1CC1)C=CC=C2)=O